2-(2-ethylhexyloxy)ethan-1-ol C(C)C(COCCO)CCCC